N-(3,3-dimethylbutan-2-yl)hexane-1,6-diamine CC(C(C)NCCCCCCN)(C)C